O1C(=NC2=C1C=CC=C2)C2(CCN(CC2)C2=C(C(N(C1=CC=CC=C21)C)=O)C(=O)N)OC 4-[4-(1,3-benzooxazol-2-yl)-4-methoxypiperidin-1-yl]-1-methyl-2-oxo-1,2-dihydroquinoline-3-carboxamide